(3S)-N-[3-[7-cyano-2-(methylamino)pyrido[2,3-d]pyrimidin-6-yl]-4-methylphenyl]-3-(2,2,2-trifluoroethyl)pyrrolidine-1-carboxamide C(#N)C=1C(=CC2=C(N=C(N=C2)NC)N1)C=1C=C(C=CC1C)NC(=O)N1C[C@@H](CC1)CC(F)(F)F